O([N+](=O)[O-])CCNC(=O)C=1C=[N+](C=CC1)CCNC(=O)C=1C=[NH+]C=CC1 3-((2-(3-((2-(nitroxy)ethyl)carbamoyl)pyridin-1-ium-1-yl)ethyl)carbamoyl)pyridin-1-ium